N1CCOCC1 (E)-morpholine